CC=1C(=NON1)C=1N(C2=C(N1)C=CC=C2NC(OC(C)(C)C)=O)CC=2C=NC=CC2 tert-butyl N-[2-(4-methyl-1,2,5-oxadiazol-3-yl)-3-(pyridin-3-ylmethyl)benzimidazol-4-yl]carbamate